4-(trifluoromethoxyphenyl)-1H-1,2,3-triazol FC(OC1=C(C=CC=C1)C=1N=NNC1)(F)F